[[amino-[3-[2-(1,3-benzothiazol-2-yl)-2-[[3-(tetrahydropyran-4-ylcarbamoyl)phenyl]sulfonylamino]ethyl]phenyl]methylene]amino] acetate C(C)(=O)ON=C(C1=CC(=CC=C1)CC(NS(=O)(=O)C1=CC(=CC=C1)C(NC1CCOCC1)=O)C=1SC2=C(N1)C=CC=C2)N